ClC1=NC=C(C(=N1)NC=1C=CC=C2CCCN(C12)C(C)=O)Cl 1-(8-((2,5-dichloropyrimidin-4-yl)amino)-3,4-dihydroquinolin-1(2H)-yl)ethan-1-one